monosodium N-(2-ethylsulfonylamino-5-trifluoromethyl-3-pyridyl)cyclohexanecarboxamide C(C)S(=O)(=O)NC1=NC=C(C=C1NC(=O)C1CCCCC1)C(F)(F)F.[Na]